butyl (R)-3-(3-(5-(3-hydroxy-1-methyl-2-oxopyrrolidin-3-yl)isoxazol-3-yl)phenyl)-1H-pyrrolo[2,3-b]pyridine-1-carboxylate O[C@@]1(C(N(CC1)C)=O)C1=CC(=NO1)C=1C=C(C=CC1)C1=CN(C2=NC=CC=C21)C(=O)OCCCC